(4Z)-4-[(2-methyl-1,3-benzothiazol-6-yl)methylene]-2-methylsulfanyl-1H-imidazol-5-one CC=1SC2=C(N1)C=CC(=C2)\C=C\2/N=C(NC2=O)SC